ClC1=CC=C2C(=C(NC2=C1)C=1OC=NN1)/C=N/O (E)-6-chloro-2-(1,3,4-oxadiazol-2-yl)-1H-indole-3-carbaldehyde oxime